ClC=1C=C(C(=NC1)OCCNCCCCCCC#CC1=CN(C(C2=CC=CC=C12)=O)C1C(NC(CC1)=O)=O)NC(=O)NC=1C=NC=2N(C1[C@H](C)OC)N=C(C2)Cl 1-(5-chloro-2-(2-((8-(2-(2,6-Dioxopiperidin-3-yl)-1-oxoisoquinolin-4-yl)oct-7-yn-1-yl)amino)ethoxy)pyridin-3-yl)-3-(2-Chloro-7-((S)-1-methoxyethyl)pyrazolo[1,5-a]pyrimidin-6-yl)urea